ClC1=CC(=C(OC2=CC(=NC=C2)N2CCC(CC2)NC(=S)NC=2C=NC=CC2)C=C1)F 1-(1-(4-(4-Chloro-2-fluorophenoxy)pyridin-2-yl)piperidin-4-yl)-3-(pyridin-3-yl)thiourea